(E)-3-(2,2-difluorobenzo[d][1,3]dioxol-5-yl)-1-(4-(1-methyl-1H-pyrazole-3-carbonyl)piperazin-1-yl)prop-2-en-1-one FC1(OC2=C(O1)C=CC(=C2)/C=C/C(=O)N2CCN(CC2)C(=O)C2=NN(C=C2)C)F